Cl.N(N)CC1=CC=C(C=2C=CC=NC12)C(=O)OC Methyl 8-(hydrazineylmethyl)quinoline-5-carboxylate HCl salt